(2S,6S)-4-(3-(5-(difluoromethyl)-1,3,4-thiadiazol-2-yl)-6-(N-(1-methylcyclopropyl)sulfamoyl)imidazo[1,5-a]pyridin-8-yl)-N,6-dimethylmorpholine-2-carboxamide FC(C1=NN=C(S1)C1=NC=C2N1C=C(C=C2N2C[C@H](O[C@H](C2)C)C(=O)NC)S(NC2(CC2)C)(=O)=O)F